FC1=CC=C(C=C1)C(C(=O)NC1=NC=CC(=C1)C1=C(C=2C(N(C=C(C2N1)CC(F)(F)F)C)=O)C1=CC=CC=C1)C 2-(4-fluorophenyl)-N-{4-[5-methyl-4-oxo-3-phenyl-7-(2,2,2-trifluoroethyl)-4,5-dihydro-1H-pyrrolo[3,2-c]pyridin-2-yl]pyridin-2-yl}propanamide